CN(CCCCCCNCCCCCCCCO)CCCCCCNCCCCCCCCO 8,8'-(((methylazanediyl)bis(hexane-6,1-diyl))bis(azanediyl))bis(octan-1-ol)